7-chloro-N2-(1-methylpiperidin-4-yl)pyrido[2,3-d]pyrimidine-2,4-diamine ClC=1C=CC2=C(N=C(N=C2N)NC2CCN(CC2)C)N1